tert-Butyl N-[(1R)-1-[[4-[1-(Benzenesulfonyl)-2-methyl-pyrrolo[2,3-b]pyridin-4-yl]phenyl]carbamoyl]-3-methyl-butyl]-N-methyl-carbamate C1(=CC=CC=C1)S(=O)(=O)N1C(=CC=2C1=NC=CC2C2=CC=C(C=C2)NC(=O)[C@@H](CC(C)C)N(C(OC(C)(C)C)=O)C)C